[Al].CC1=C(C(=CC(=C1)C)C)O (2,4,6-trimethylphenol) aluminum